Diethyl (4-(difluoromethoxy)benzyl)phosphonate FC(OC1=CC=C(CP(OCC)(OCC)=O)C=C1)F